NC1=NC=CC=C1C1=NC=2C(=NC(=CC2)N2N=CC=C2)N1C=1C=C2CC[C@@H](C2=CC1)NC(C1=C(C=CC=C1)NS(=O)(=O)C=C)=O (S)-N-(5-(2-(2-aminopyridin-3-yl)-5-(1H-pyrazol-1-yl)-3H-imidazo[4,5-b]pyridin-3-yl)-2,3-dihydro-1H-inden-1-yl)-2-(vinylsulfonamido)benzamide